N-(4-amino-3-((2,3-dihydroimidazo[1,2-c]quinazolin-9-yl)oxy)-2-fluorophenyl)propane-1-sulfonamide NC1=C(C(=C(C=C1)NS(=O)(=O)CCC)F)OC1=CC=2C=3N(C=NC2C=C1)CCN3